BrC1=CC=CC(=N1)C(=O)N 6-bromopyridin-2-carboxamide